C(N)(=N)C1=CC(=CS1)C=1C=C(C=CC1)NC(C(C)(NC1=CC=CC=C1)C)=O N-(3-(5-carbamimidoylthiophen-3-yl)phenyl)-2-methyl-2-(phenylamino)propanamide